C(C)(=O)C1=C(NC=C1C)C=O 3-ACETYL-4-METHYL-1H-PYRROLE-2-CARBALDEHYDE